P(O)(=O)(OP(=O)(O)OP(=O)(O)O)OC[C@@H]1[C@H](C[C@@H](O1)N1C=C(C=2C(N)=NC=NC12)NCC#C)O 7-Deaza-7-Propargylamino-2'-deoxyadenosine-5'-Triphosphate